C(C)(C)(C)N1C(CC1)COC=1N=C(C2=C(N1)CN(CC2)C2=CC=CC1=CC=CC(=C21)C)N2C[C@@H](N(CC2)C(=O)OC(C)(C)C)CC#N tert-butyl (2S)-4-(2-((1-(tert-butyl)azetidin-2-yl)methoxy)-7-(8-methylnaphthalen-1-yl)-5,6,7,8-tetrahydropyrido[3,4-d]pyrimidin-4-yl)-2-(cyanomethyl)piperazine-1-carboxylate